4-cyano-2-((4-fluoro-2-isopropylphenyl)amino)benzoic acid C(#N)C1=CC(=C(C(=O)O)C=C1)NC1=C(C=C(C=C1)F)C(C)C